C(CCC)OC([C@@H]1NC(CC1)=O)=O D-pyroglutamic acid butyl ester